[N+](=O)([O-])C=1C=CC(=NC1)NCCNC(=O)NCCNC1=NC=C(C=C1)[N+](=O)[O-] N,N'-bis(2-((5-nitropyridin-2-yl)amino)ethyl)urea